C(C1=CC=CC=C1)OC[C@H](CNC(OC(C)(C)C)=O)O (S)-tert-butyl (3-(benzyloxy)-2-hydroxypropyl)carbamate